C(C)(=O)N1CCC(CC1)NC/C=C/C(=O)N1CC2=C([C@@H](C1)C1=C(C(=CC=C1)F)C=1C(=NN(C1)CC)C(F)(F)F)C=C(S2)C#N (S,E)-6-(4-((1-acetylpiperidin-4-yl)amino)but-2-enoyl)-4-(2-(1-ethyl-3-(trifluoromethyl)-1H-pyrazol-4-yl)-3-fluorophenyl)-4,5,6,7-tetrahydrothieno[2,3-c]pyridine-2-carbonitrile